C(C)N(C1=CC=C2C=CC(OC2=C1)=O)CC 7-(diethylamino)coumarin